CC1=C(C(=CC=C1)C)N1C(=NN=C1)C1=CC=CC(=N1)N1CC=2C(=NC(=CC2C1=O)N(C)C(C)C)COC(NC)=O ((2-(6-(4-(2,6-dimethylphenyl)-4H-1,2,4-triazol-3-yl)pyridin-2-yl)-6-(isopropyl(methyl)amino)-1-oxo-2,3-dihydro-1H-pyrrolo[3,4-c]pyridin-4-yl)methyl)(methyl)carbamate